C(C)(C)(C)C=1C=C(C=C(C1)C(C)(C)C)OB(O)O 3,5-di-t-butylphenyl-boric acid